6-((4-(6-nitro-1-(tetrahydro-2H-pyran-2-yl)-1H-indazol-4-yl)-1H-1,2,3-triazol-1-yl)methyl)-1H-indole-1-carboxylic acid tert-butyl ester C(C)(C)(C)OC(=O)N1C=CC2=CC=C(C=C12)CN1N=NC(=C1)C1=C2C=NN(C2=CC(=C1)[N+](=O)[O-])C1OCCCC1